COC1=C(C=CC=C1)C[C@@H](N)C1=CC=CC=C1 (R)-2-(2-Methoxyphenyl)-1-Phenylethan-1-Amine